6-amino-2-(3,5-dichloro-4-((4-(naphthalen-2-yl)-6-oxo-1,6-dihydropyridazin-3-yl)oxy)phenyl)-1,2,4-triazine-3,5(2H,4H)-dione NC=1C(NC(N(N1)C1=CC(=C(C(=C1)Cl)OC1=NNC(C=C1C1=CC2=CC=CC=C2C=C1)=O)Cl)=O)=O